OC1=C(OC(=CC1=O)CO)\C=C\C1=CC=C(C=C1)O (E)-3-hydroxy-6-(hydroxymethyl)-2-(4-hydroxystyryl)-4H-pyran-4-one